C12CN(CCC(CC1)N2)C2=NC(=NC1=C(C(=C(C=C21)Cl)C2=CC=C(C1=C2N=C(S1)N)F)F)OC[C@]12CCCN2C[C@@H](C1)F 4-(4-(3,9-diazabicyclo-[4.2.1]nonan-3-yl)-6-chloro-8-fluoro-2-(((2R,7aS)-2-fluorotetrahydro-1H-pyrrolizin-7a(5H)-yl)methoxy)-quinazolin-7-yl)-7-fluoro-benzo[d]thiazol-2-amine